C1(CCC1)N1N=CC(=C1)C=1C=NC=2CCN(CC2C1)C=1C(=C(C=2N(N1)C(=NN2)C(F)(F)F)C)C 3-(1-cyclobutyl-1H-pyrazol-4-yl)-6-(7,8-dimethyl-3-(trifluoromethyl)-[1,2,4]triazolo[4,3-b]pyridazin-6-yl)-5,6,7,8-tetrahydro-1,6-naphthyridine